1-{4-[2-{(2E)-2-[(3-methylphenyl)methylidene]hydrazinyl}-4-(morpholin-4-yl)-5,7-dihydro-6H-pyrrolo[3,4-d]pyrimidin-6-yl]piperidin-1-yl}prop-2-en-1-one CC=1C=C(C=CC1)\C=N\NC=1N=C(C2=C(N1)CN(C2)C2CCN(CC2)C(C=C)=O)N2CCOCC2